COC(=O)C1=NNC(=C1C)C trimethylpyrazole-3-carboxylic acid